FC1=C(C(=C(C=C1OC)OC)F)N1C(N(C2=C(C1)C=NC1=C2C=NN1)CCC1=NC=CC=C1)=O 3-(2,6-difluoro-3,5-dimethoxyphenyl)-1-(2-pyridin-2-ylethyl)-1,3,4,7-tetrahydro-2H-pyrazolo[4',3':5,6]pyrido[4,3-d]pyrimidin-2-one